COC(CN1C=C(C=CC1=O)NC(=O)[C@@H]1CN(CCC1)C(=O)OC(C)(C)C)=O Tert-butyl (3S)-3-{[1-(2-methoxy-2-oxoethyl)-6-oxopyridin-3-yl]carbamoyl}piperidine-1-carboxylate